2-(6-(4-(4-acetylpiperazin-1-yl)phenyl)-4,7-dichloro-2H-indazol-2-yl)-2-(6,7-dihydro-5H-pyrrolo[1,2-c]imidazol-1-yl)-N-(thiazol-2-yl)acetamide C(C)(=O)N1CCN(CC1)C1=CC=C(C=C1)C=1C=C(C2=CN(N=C2C1Cl)C(C(=O)NC=1SC=CN1)C1=C2N(C=N1)CCC2)Cl